7,7'-(2-bromo-1,3-phenylene)bis(7H-dipyrido[3,2-a:4',3'-g]carbazole) BrC1=C(C=CC=C1N1C2=CC=C3C(=C2C2=CC=C4C(=C12)C=CC=N4)C=CN=C3)N3C4=CC=C1C(=C4C4=CC=C2C(=C34)C=CC=N2)C=CN=C1